O[C@H]1[C@@H](O[C@@H]([C@H]1O)CO)N1N=CC(=NC1=O)NC(=O)C1CCC1 N-(2-((2R,3R,4S,5R)-3,4-DIHYDROXY-5-(HYDROXYMETHYL)-TETRAHYDROFURAN-2-YL)-3-OXO-2,3-DIHYDRO-1,2,4-TRIAZIN-5-YL)-CYCLOBUTANECARBOXAMIDE